phenyl(5-chloro-2-methoxyphenyl)carbamate C1(=CC=CC=C1)OC(NC1=C(C=CC(=C1)Cl)OC)=O